(5aR,5bS,7aS,8S,10aS,10bR)-5a,7a-dimethyl-2-((4-(trifluoromethoxy)phenyl)amino)-5,5a,5b,6,7,7a,8,9,10,10a,10b,11-dodecahydro-4H-cyclopenta[7,8]phenanthro[2,1-d]thiazol-8-yl butyrate C(CCC)(=O)O[C@H]1CC[C@@H]2[C@@]1(CC[C@@H]1[C@]3(CCC=4N=C(SC4C3=CC[C@@H]21)NC2=CC=C(C=C2)OC(F)(F)F)C)C